(3-(4-Amino-6-chloropyrimidin-2-yl)bicyclo[1.1.1]pent-1-yl)methanol NC1=NC(=NC(=C1)Cl)C12CC(C1)(C2)CO